FC1(CC2(C(N(C=3C2=NC(=CC3)C)CC3=CC=C(C=C3)OC)=O)C1)F 3,3-difluoro-1'-(4-methoxybenzyl)-5'-methyl-spiro[cyclobutane-1,3'-pyrrolo[3,2-b]pyridine]-2'(1'H)-one